FC1=CC(=C(C=C1C=1CCNCC1)NC(=O)C1=CNC(C=C1C(F)(F)F)=O)N1C[C@H](N([C@H](C1)C)C)C |r| N-[4-fluoro-2-[rac-(3R,5S)-3,4,5-trimethylpiperazin-1-yl]-5-(1,2,3,6-tetrahydropyridin-4-yl)phenyl]-6-oxo-4-(trifluoromethyl)-1H-pyridine-3-carboxamide